2-Butenedioic acid C(C=CC(=O)O)(=O)O